C(#N)C1=C(C(=C(COC2=CC=CC(=N2)C2=CC(=C(CC3=NC4=C(N3[C@@H]3COCC3(C)C)C=C(C=C4F)C(=O)O)C=C2F)F)C=C1)F)F (S)-2-(4-(6-((4-cyano-2,3-difluorobenzyl)oxy)pyridin-2-yl)-2,5-difluorobenzyl)-1-(4,4-dimethyltetrahydrofuran-3-yl)-4-fluoro-1H-benzo[d]imidazole-6-carboxylic acid